OC[C@@H](CCCC)NC1=NC=C(C(=N1)C1=CNC2=C(C=CC=C12)P(C)(C)=O)C(F)(F)F (R)-(3-(2-((1-hydroxyhexan-2-yl)amino)-5-(trifluoromethyl)pyrimidin-4-yl)-1H-indol-7-yl)dimethylphosphine oxide